4-(benzylamino)-6-nitro-2H-benzopyran-2-one C(C1=CC=CC=C1)NC1=CC(OC2=C1C=C(C=C2)[N+](=O)[O-])=O